4-((1H-pyrazol-4-yl)amino)-1-(2,6-dichlorophenyl)-1H-pyrazole-3-carboxamide N1N=CC(=C1)NC=1C(=NN(C1)C1=C(C=CC=C1Cl)Cl)C(=O)N